ClC1=NNC(=C1C1=NN(C(N1CC)=O)C=1C=C2C(=CC=NC2=CC1F)C(C)C)C 3-chloro-5-methyl-1H-pyrazol-4-yl-7-fluoro-4-isopropylquinolin-6-yl-4-ethyl-1H-1,2,4-triazol-5(4H)-one